ClC1=CC(=CC=2CN(CCOC21)CC2CCC(CC2)C(=O)O)N2C=CC1=CC(=CC=C21)F 4-{[9-chloro-7-(5-fluoroindol-1-yl)-3,5-dihydro-2H-1,4-benzoxazepin-4-yl]methyl}cyclohexane-1-carboxylic acid